Cl.CNC[C@H]1OCCC2=C(C=CC=C12)C1=CC=C(C=C1)C(F)(F)F (S)-N-methyl-1-(5-(4-(trifluoromethyl)phenyl)isochroman-1-yl)methanamine hydrochloride